2-bromo-4-chloro-3-fluoro-1-(methylsulfinyl)benzene BrC1=C(C=CC(=C1F)Cl)S(=O)C